(S)-2-cyclopropyl-4-((1-(4-(5-methyl-1,3,4-thiadiazol-2-yl)phenyl)pyrrolidin-3-yl)methoxy)pyrimidine-5-carbonitrile C1(CC1)C1=NC=C(C(=N1)OC[C@@H]1CN(CC1)C1=CC=C(C=C1)C=1SC(=NN1)C)C#N